p-Methylsulfonylmethylbenzene CS(=O)(=O)CC1=CC=CC=C1